BENZAMID C(C1=CC=CC=C1)(=O)N